NC1=C(C=C(C=C1Cl)C(=O)OC)C#CC1=CCCN(C1)C(=O)OC(C)(C)C tert-butyl 5-((2-amino-3-chloro-5-(methoxycarbonyl)phenyl)ethynyl)-3,6-dihydropyridine-1(2H)-carboxylate